6-ethoxy-4-(6-(6-((5-methylpyridin-3-yl)methyl)-3,6-diazabicyclo[3.1.1]heptan-3-yl)pyridin-3-yl)pyrazolo[1,5-a]pyridine-3-carbonitrile C(C)OC=1C=C(C=2N(C1)N=CC2C#N)C=2C=NC(=CC2)N2CC1N(C(C2)C1)CC=1C=NC=C(C1)C